Glyceryl Monooleate Diacetyltartarate C(C)(=O)C(C(C(=O)O)(O)C(C)=O)(O)C(=O)O.C(CCCCCCC\C=C/CCCCCCCC)(=O)OCC(O)CO